6-amino-7-(7-chloro-1H-indazol-4-yl)-2-{[2-fluoro-4-(methylsulfonyl)phenyl]amino}-9-isopropyl-7,9-dihydro-8H-purine-8-one NC1=C2N(C(N(C2=NC(=N1)NC1=C(C=C(C=C1)S(=O)(=O)C)F)C(C)C)=O)C1=C2C=NNC2=C(C=C1)Cl